(6-methoxypyridin-3-yl)methan COC1=CC=C(C=N1)C